Dodecylsarcosin C(CCCCCCCCCCC)N(C)CC(=O)O